Hexenyl-3-Cis-Acetate ((Z)-hex-3-en-1-yl acetate) C(C\C=C/CC)CC(=O)O.C(=CCCCC)CC(=O)O